tert-butyl (2R)-4-(5-bromo-3-fluoro-2-nitro-phenyl)-2-methyl-piperazine-1-carboxylate BrC=1C=C(C(=C(C1)N1C[C@H](N(CC1)C(=O)OC(C)(C)C)C)[N+](=O)[O-])F